O1CC(=CC1)C1=CC(=NC(=C1)CN(C)C)NC(OC(C)(C)C)=O Tert-Butyl (4-(2,5-dihydrofuran-3-yl)-6-((dimethylamino)methyl)pyridin-2-yl)carbamate